C(#N)C1=CC(=C(C=C1)C=1C=NN(C1O)C1=NC=C(C(=O)O)C=C1)OC 6-(4-(4-cyano-2-methoxyphenyl)-5-hydroxy-1H-pyrazol-1-yl)nicotinic acid